CN1C=C(C2=CC=CC=C12)C=1C=NNC1 methyl-3-(1H-pyrazol-4-yl)-1H-indol